FC1(C2CCC(CC21)C(=O)O)F 7,7-difluoronorcarane-3-carboxylic acid